C(C)C1=C(C=CC=C1)CC Bis-ethylbenzene